S(=O)(=O)([O-])[O-].[OH-].[Cr+3].Cl\C=C\C(F)(F)F trans-1-chloro-3,3,3-trifluoropropene chromium(III) hydroxide sulphate